ClC=1C=C(C=CC1)C1=NN(C=C1)C1=NC=2N(C(=C1)N1CCOCC1)N=C(C2)C2=NN(C(=C2)C)CCN(C)C 2-[3-[5-[3-(3-chlorophenyl)pyrazol-1-yl]-7-morpholino-pyrazolo[1,5-a]pyrimidin-2-yl]-5-methyl-pyrazol-1-yl]-N,N-dimethyl-ethylamine